S1C2=C(C=C1)C(=CC=C2)N2CCN(CC2)CCCCOC=2C=C1CCC(N3C1=C(C2)CC3)=O 8-(4-(4-(benzo[b]thiophen-4-yl)piperazin-1-yl)butoxy)-5,6-dihydro-1H-pyrrolo[3,2,1-ij]quinolin-4(2H)-one